O1C(C=NC=C1)N [1,4]Oxazin-2-amine